5-(2-(cyclobutylmethyl)-7H-pyrrolo[2,3-d]pyrimidin-5-yl)-3-isopropyl-2-methyl-3H-imidazo[4,5-b]pyridine C1(CCC1)CC=1N=CC2=C(N1)NC=C2C2=CC=C1C(=N2)N(C(=N1)C)C(C)C